3-[3-[3-(dibenzylamino)-2-fluoro-1,1-dimethyl-propoxy]propoxy]propanenitrile C(C1=CC=CC=C1)N(CC(C(OCCCOCCC#N)(C)C)F)CC1=CC=CC=C1